COC1=CC=C(C=C1)CN(C1=NC(=C(C(=N1)OC)CCC#N)OC)CC1=CC=C(C=C1)OC 3-[2-[bis[(4-methoxyphenyl)methyl]amino]-4,6-dimethoxy-pyrimidin-5-yl]propionitrile